7-(t-butyl)-1-pyreneformaldehyde tert-Butyl-4-{[5,6-difluoro-1-(2-{2-[2-(2-hydroxyethoxy)ethoxy]ethoxy}ethyl)-1H-indol-2-yl]carbonyl}-piperazine-1-carboxylate C(C)(C)(C)OC(=O)N1CCN(CC1)C(=O)C=1N(C2=CC(=C(C=C2C1)F)F)CCOCCOCCOCCO.C(C)(C)(C)C=1C=C2C=CC3=CC=C(C4=CC=C(C1)C2=C43)C=O